ClC=1C(=NC=C(C1[C@@H](C)OC=1C=C2C(=NNC2=CC1F)C=1C=NC(=CC1)N1CC2(CN(C2)S(=O)(=O)C)C1)Cl)C 5-[(1R)-1-(3,5-dichloro-2-methyl-4-pyridyl)ethoxy]-6-fluoro-3-[6-(2-methylsulfonyl-2,6-diazaspiro[3.3]heptan-6-yl)-3-pyridyl]-1H-indazole